(3R)-2-(tert-butoxycarbonyl)-11,11-difluoro-3-methyl-2,3,4,7,8,9,10,11-octahydro-1H-pyrido[4',3':3,4]pyrazolo[1,5-a]azepine-8-carboxylic acid C(C)(C)(C)OC(=O)N1CC=2C(=NN3C2C(CCC(C3)C(=O)O)(F)F)C[C@H]1C